O=C1NC(CC[C@H]1N1C(N(C2=C1C=CC=C2N2CCC(CC2)CC=O)C)=O)=O (1-{1-[(3R)-2,6-dioxopiperidin-3-yl]-3-methyl-2-oxo-1,3-benzodiazol-4-yl}piperidin-4-yl)acetaldehyde